OC1=CC=C(C=C1)C(C1=CC=C(C=C1)O)C1=CC=C(C=C1)O tris-(4-hydroxyphenyl)methane